4-ethoxy-1-methyl-5-(1-(pyridin-2-yl)-1H-pyrazol-4-yl)pyridin-2(1H)-one C(C)OC1=CC(N(C=C1C=1C=NN(C1)C1=NC=CC=C1)C)=O